C(C1=CC=CC=C1)N1N=C2C(CN(C=3C=C(C(=CC23)OC)C=2C(=NOC2C)C)C(=O)OC(C)(C)C)=C1C(=O)NCCCCCC(=O)O 6-[2-benzyl-5-(tert-butoxycarbonyl)-7-(3,5-dimethylisoxazol-4-yl)-8-methoxy-4,5-dihydro-2H-pyrazolo[4,3-c]quinoline-3-carboxamido]hexanoic acid